FC(N1C=NN=C1)F 4-(difluoromethyl)-4H-1,2,4-triazole